C(#C)C1=CC=C(C=C1)[C@H](C)NC(=O)[C@H]1N(C[C@@H](C1)O)C(=O)[C@H](C(C)(C)O)NC(OC1=CC=CC=C1)=O phenyl N-[(1S)-1-[(2S,4R)-2-[[(1S)-1-(4-ethynylphenyl)ethyl]carbamoyl]-4-hydroxy-pyrrolidine-1-carbonyl]-2-hydroxy-2-methyl-propyl]carbamate